racemic-α-methyl-benzylamine C[C@H](C1=CC=CC=C1)N |r|